2-(4-bromo-3-fluoro-2-methylphenoxy)acetic acid methyl ester COC(COC1=C(C(=C(C=C1)Br)F)C)=O